FC=1C=C2C(=CNC2=C(C1)F)I 5,7-difluoro-3-iodo-1H-indole